C(C1=CC=CC=C1)N1CC=2N(CC1)N=C(C2C2=CC(=NC=C2)NC(C(C)C)=O)C2=CC=C(C=C2)F N-(4-(5-benzyl-2-(4-fluorophenyl)-4,5,6,7-tetrahydropyrazolo[1,5-a]pyrazin-3-yl)pyridin-2-yl)isobutyramide